C(C1=CC=CC=C1)OC1=CC=C2C(=C(C=[N+](C2=C1)[O-])C=1CCOCC1)C1=CC=C(C=C1)F 7-benzyloxy-3-(3,6-dihydro-2H-pyran-4-yl)-4-(4-fluorophenyl)-1-oxido-quinolin-1-ium